[N-](S(=O)(=O)C(F)(F)F)S(=O)(=O)C(F)(F)F.C(CCC)[N+]1(CCCCC1)C N-butyl-N-methylpiperidinium bis(trifluoromethanesulfonyl)imide salt